4-divinylphosphinyloxytetrahydrothiophene C(=C)P(=O)(OC1CCSC1)C=C